4-(2-azidopropan-2-yl)-6-chloro-1-(thietan-3-yloxy)-2,7-naphthyridine N(=[N+]=[N-])C(C)(C)C1=CN=C(C2=CN=C(C=C12)Cl)OC1CSC1